N-(4-naphthalen-2-yl-phenyl)-N-{2'-(2-phenyl-d5-9H-carbazol-9-yl)-[1,1'-biphenyl-4-yl]}-phenylamine C1=C(C=CC2=CC=CC=C12)C1=CC=C(C=C1)N(C1=CC=C(C=C1)C1=C(C=CC=C1)N1C2=CC=CC=C2C=2C=CC(=CC12)C1=C(C(=C(C(=C1[2H])[2H])[2H])[2H])[2H])C1=CC=CC=C1